CNC=1N=CC(=C2C=C(N=CC12)NC(=O)C1CC1)C=1OC2=C(N1)C=C(C=C2)OCC21CCCN1CCC2 N-(8-(methylamino)-5-(5-((tetrahydro-1H-pyrrolizin-7a(5H)-yl)methoxy)benzo[d]oxazol-2-yl)-2,7-naphthyridin-3-yl)cyclopropanecarboxamide